C(C#C)OCCOCCOC1CN(C1)CCOCCOC=1C=C(OC2=CC=C(C=N2)C(=O)OC)C=CC1 methyl 6-[3-[2-[2-[3-[2-(2-prop-2-ynoxyethoxy) ethoxy]azetidin-1-yl]ethoxy]ethoxy]phenoxy]pyridine-3-carboxylate